diisopropyl bis(methyl acetoacetate) CCC(CC(=O)OC(C)C)=O.CCC(CC(=O)OC(C)C)=O